CCC(CCCCCCCCCCCCCC)O heptadecan-3-ol